C(C)(C)(C)OC(=O)N1CC(CCC1)C=1C=C2C(=NC=NC2=CC1)NC1=C(C(=CC=C1)Cl)F.ClC=1C(=C(C=CC1)NC1=NC=NC2=CC=C(C=C12)[C@H]1CN(CCC1)C(=O)OC(C)(C)C)F (S)-tert-Butyl 3-(4-((3-chloro-2-fluorophenyl)amino)quinazolin-6-yl)piperidine-1-carboxylate tert-Butyl-3-[4-(3-chloro-2-fluoro-anilino)quinazolin-6-yl]piperidine-1-carboxylate